C(O)N1C=CC2=NC=CC=C21 methylol-1H-pyrrolo[3,2-b]pyridin